N-methyl-2-(3-((4-(pyridazin-3-yl)phenyl)amino)phenyl)-1H-benzo[d]imidazol-6-amine CNC=1C=CC2=C(NC(=N2)C2=CC(=CC=C2)NC2=CC=C(C=C2)C=2N=NC=CC2)C1